C(OCOC=1C(C=CN2N([C@H]3N(C(C21)=O)CCOC3)[C@H](C3=CC=CC=C3)C3=CC(=C(C=C3)F)F)=O)(OC)=O ({(12aR)-12-[(R)-(3,4-difluorophenyl)(phenyl)methyl]-6,8-dioxo-3,4,12,12a-tetrahydro-1H-[1,4]oxazino[3,4-c]pyrido[2,1-f][1,2,4]triazin-7-yl}oxy)methyl methyl carbonate